ClCCC1=CNC2=NC=CC(=C21)F 3-(2-chloroethyl)-4-fluoro-1H-pyrrolo[2,3-b]pyridine